4-(4-(Aminomethyl)benzyl)piperazine-1-carboxylic acid tert-butyl ester C(C)(C)(C)OC(=O)N1CCN(CC1)CC1=CC=C(C=C1)CN